FC(C=1C=C2CCC(C2=CC1)N)F 5-(difluoromethyl)-2,3-dihydro-1H-inden-1-amine